S1C2=C(C=C1)C(=CC=C2)N2CCN(CC2)CCCCOC2=CC=C1C=CC=NC1=C2 7-(4-(4-(benzo[b]thiophene-4-yl)piperazine-1-yl)butoxy)quinoline